3-(7-chloro-4-fluoro-1-oxoisoindolin-2-yl)piperidine-2,6-dione ClC=1C=CC(=C2CN(C(C12)=O)C1C(NC(CC1)=O)=O)F